4-((2-(1H-pyrazol-4-yl)ethyl)amino)-N-(1-(6-chloropyridin-2-yl)ethyl)-5,6-dimethylpyrimidine-2-carboxamide N1N=CC(=C1)CCNC1=NC(=NC(=C1C)C)C(=O)NC(C)C1=NC(=CC=C1)Cl